sodium benzyl pyridiniumcarboxylate [N+]1(=CC=CC=C1)C(=O)OCC1=CC=CC=C1.[Na+]